6-fluoro-N-(3-(1-(3-(phenylamino)phenyl)-1H-1,2,3-triazol-4-yl)phenyl)quinolin-4-amine FC=1C=C2C(=CC=NC2=CC1)NC1=CC(=CC=C1)C=1N=NN(C1)C1=CC(=CC=C1)NC1=CC=CC=C1